ClC1=CC2=C(N(C(N2C2CCN(CC2)C)=O)CC2=CC=C(C=C2)C=2OC(=NN2)C(F)F)C=C1Cl 5,6-dichloro-1-(4-(5-(difluoromethyl)-1,3,4-oxadiazol-2-yl)benzyl)-3-(1-methylpiperidin-4-yl)-1,3-dihydro-2H-benzo[d]imidazol-2-one